C(C)(=O)O[C@H]1[C@@H](SC=2C(=NC=C(C2)C#C[Si](C)(C)C)C#N)O[C@@H]([C@@H]([C@@H]1N1N=NC(=C1)C=1N=C(SC1)N(C(=O)OC(C)(C)C)C(=O)OC(C)(C)C)OC(C)=O)COC(C)=O 2-cyano-5-(2-trimethylsilyl-1-ethynyl)pyridin-3-yl 2,4,6-tri-O-acetyl-3-{4-[2-(di-tert-butoxycarbonylamino)thiazol-4-yl]-1H-1,2,3-triazol-1-yl}-3-deoxy-1-thio-α-D-galactopyranoside